1-((2R,5S)-1-ethyl-2,5-dimethylpiperidin-4-yl)-4-methylpiperazine C(C)N1[C@@H](CC([C@H](C1)C)N1CCN(CC1)C)C